C(C(=O)C)(=O)OCCCP(=O)=O phosphopropyl pyruvate